COC1=C(C=CC=C1C1=NN(C=N1)C)NC1=NC(=NC=C1C(=O)NC([2H])([2H])[2H])NC=1N=NC(=CC1)C ((2-methoxy-3-(1-methyl-1H-1,2,4-triazol-3-yl)phenyl)amino)-N-(methyl-d3)-2-((6-methylpyridazin-3-yl)amino)pyrimidine-5-carboxamide